COC=1C(=NC=C(C(=O)NCC2=CC=C(C=C2)NC(OCC2=CC=C(C=C2)Cl)=O)C1)C 4-chlorobenzyl (4-((5-methoxy-6-methylnicotinamido)meth-yl)phenyl)carbamate